NC=1N=C(SC1C(C1=CC=C(C=C1)O[Si](C)(C)C(C)(C)C)=O)N(C(OC(C)(C)C)=O)C1=CC=C(C=C1)F tert-butyl N-[4-amino-5-[4-[tert-butyl(dimethyl)silyl]oxybenzoyl]thiazol-2-yl]-N-(4-fluorophenyl)carbamate